(R)-3-((5-cyclopentyl-7H-pyrrolo[2,3-d]pyrimidin-4-yl)amino)piperidine-1-carboxylic acid tert-butyl ester C(C)(C)(C)OC(=O)N1C[C@@H](CCC1)NC=1C2=C(N=CN1)NC=C2C2CCCC2